N1C(=NC=C1)CCCN(CCCC=1NC=CN1)CCCC=1NC=CN1 tris-(3-imidazolylpropyl)-amine